O[C@@H]1CC[C@@]2([C@H]3CC[C@@]4([C@H](CC[C@H]4[C@@H]3CC[C@H]2C1)/C(/C)=N/O)C)C (E)-1-((3R,5S,8R,9S,10S,13S,14S,17S)-3-hydroxy-10,13-dimethylhexadecahydro-1H-cyclopenta[a]phenanthren-17-yl)ethan-1-one oxime